C(CCCCCCC\C=C/CCCCCCCC)OP(OCCCCCCCC\C=C/CCCCCCCC)(OCCCCCCCC\C=C/CCCCCCCC)=O trioleyl-phosphoric acid